3-[4-[3-[[(3S,4R)-3-fluoro-4-piperidinyl]oxy]azetidin-1-yl]-3-methyl-2-oxo-benzimidazol-1-yl]piperidine-2,6-dione F[C@H]1CNCC[C@H]1OC1CN(C1)C1=CC=CC=2N(C(N(C21)C)=O)C2C(NC(CC2)=O)=O